C1CCC2=C(C=3CCCC3C=C12)NC(=O)N[C@H](C(=O)O)CC1=CC=CC=C1 (2s)-2-{[(1,2,3,5,6,7-hexahydro-s-indacen-4-yl)carbamoyl]amino}-3-phenylpropanoic acid